Ethyl-8-(2-amino-6-((R)-1-(4-chloro-2-(3-methyl-1H-pyrazol-1-yl)phenyl)-2,2,2-trifluoroethoxy)pyrimidin-4-yl)-2-azaspiro[4.5]dec-7-en C(C)C1NCCC12CC=C(CC2)C2=NC(=NC(=C2)O[C@@H](C(F)(F)F)C2=C(C=C(C=C2)Cl)N2N=C(C=C2)C)N